C(CCC)OCCOCCO diethyleneglycol monobutyl ether